7-((6-(((tert-Butyldimethylsilyl)oxy)methyl)-5-methylpyridin-2-yl)chloromethyl)-8-methyl-3-(trifluoromethyl)-[1,2,4]triazolo[4,3-a]pyridine [Si](C)(C)(C(C)(C)C)OCC1=C(C=CC(=N1)C(C1=C(C=2N(C=C1)C(=NN2)C(F)(F)F)C)Cl)C